2,2-dimethyltetra-hydropyran-4-one CC1(OCCC(C1)=O)C